ClC=1C=C(C=CC1)C1CCN(CC1)C(=O)C1CC2(C1)NC(OC2)=O (2s,4s)-2-(4-(3-chlorophenyl)piperidine-1-carbonyl)-7-oxa-5-azaspiro[3.4]octan-6-one